FC1(CC1)CNC=1N=CC2=C(N1)NC=C2C=2C=CC1=C(N(N=N1)C)C2 N-((1-fluorocyclopropyl)methyl)-5-(1-methyl-1H-benzo[d][1,2,3]triazol-6-yl)-7H-pyrrolo[2,3-d]pyrimidin-2-amine